CN1N=CC(=C1)C(=O)OC1=C(C=C(C=C1)Br)NC(=O)C=1C=NN(C1)C 4-bromo-2-(1-methyl-1H-pyrazole-4-carboxamido)phenyl 1-methyl-1H-pyrazole-4-carboxylate